3-fluoro-5-((3-(hydroxymethyl)phenoxy)methyl)benzoic acid methyl ester COC(C1=CC(=CC(=C1)COC1=CC(=CC=C1)CO)F)=O